2-((3-(4-butylbenzyl)-1,2,4-oxadiazol-5-yl)methyl)-N-(5-methylthiazol-2-yl)acrylamide C(CCC)C1=CC=C(CC2=NOC(=N2)CC(C(=O)NC=2SC(=CN2)C)=C)C=C1